C(N)(O)=O.C1CCCO1 butylene oxide carbamate